OC[C@@H](CC(C)C)NC1=NC(=NC(=N1)C[C@H](C)C1=C(C(=CC=C1F)F)F)NS(=O)(=O)C N-(4-(((R)-1-Hydroxy-4-methylpentan-2-yl)amino)-6-((S)-2-(2,3,6-trifluorophenyl)propyl)-1,3,5-triazin-2-yl)methanesulfonamide